NC=1C=CC(=C(OC2=NC(=NC=C2Cl)NC=2C=NN(C2)C)C1)F 4-(5-amino-2-fluorophenoxy)-5-chloro-N-(1-methyl-1H-pyrazol-4-yl)pyrimidin-2-amine